(cyclopropanecarboxamide) 4-methoxypyridazine-3-carboxylate COC1=C(N=NC=C1)C(=O)O.C1(CC1)C(=O)N